tert-butyl (R)-((3-(2-(4,4-difluoropiperidin-1-yl)-4-methyl-5-(trifluoromethyl)nicotinamido)phenyl)(methyl)(oxo)-λ6-sulfaneylidene)carbamate FC1(CCN(CC1)C1=C(C(=O)NC=2C=C(C=CC2)[S@](=O)(C)=NC(OC(C)(C)C)=O)C(=C(C=N1)C(F)(F)F)C)F